NCCCNC(=O)[C@@H]1CC[C@H](CC1)C(F)(F)C1=CC(=NC(=C1)N1CCN(CC1)S(=O)(=O)C=1C=NC(=CC1)N1C(C[C@H](C1)N)=O)Cl Trans-N-(3-aminopropyl)-4-[[2-chloro-6-[4-[[6-[(4R)-4-amino-2-oxo-pyrrolidin-1-yl]-3-pyridyl]sulfonyl]piperazin-1-yl]-4-pyridyl]-difluoro-methyl]cyclohexanecarboxamide